CC1(CC1)OC=1C=C2C(=NNC2=CC1)C1=NC=NC(=C1)N1CCC(CC1)CN1CCNCC1 5-(1-methylcyclopropoxy)-3-[6-[4-(piperazin-1-ylmethyl)-1-piperidyl]pyrimidin-4-yl]-1H-indazole